ClC1=C(C=C(C=C1)C1=NC=C(C=N1)COC=1C=CC(=C(C(=O)O)C1)O)NC(C1=CC=C(C=C1)C(F)(F)F)=O 5-((2-(4-Chloro-3-(4-(trifluoromethyl)benzamido)phenyl)pyrimidin-5-yl)methoxy)-2-hydroxybenzoic acid